6-(5-chloro-2-((2-methoxy-4-(piperazin-1-yl)phenyl)amino)pyrimidin-4-yl)-4-fluoro-1-isopropyl-N,N-dimethyl-1H-benzo[d]imidazol-2-amine ClC=1C(=NC(=NC1)NC1=C(C=C(C=C1)N1CCNCC1)OC)C=1C=C(C2=C(N(C(=N2)N(C)C)C(C)C)C1)F